FC1([C@H]2CC[C@@H]3C([C@@H]([C@H]13)C2)=O)F (1R,3S,6S,8R)-7,7-difluorotricyclo[4.2.1.03,8]nonan-2-one